(1R,2S,5S)-3-[(2S,3R)-2-amino-3-(cyclobutoxy)butanoyl]-N-[(1S)-1-cyano-2-[(3R)-5,5-dimethyl-2-oxopyrrolidin-3-yl]ethyl]-6,6-dimethyl-3-azabicyclo[3.1.0]hexane-2-carboxamide N[C@H](C(=O)N1[C@@H]([C@H]2C([C@H]2C1)(C)C)C(=O)N[C@@H](C[C@H]1C(NC(C1)(C)C)=O)C#N)[C@@H](C)OC1CCC1